(Z)-5-((1H-pyrrolo[3,2-b]pyridin-3-yl)methylene)oxazolidine-2,4-dione N1C=C(C2=NC=CC=C21)\C=C/2\C(NC(O2)=O)=O